C(CCCCCCC)ON1C(C(CCC1(C)C)C(C(C(=O)[O-])C1C(N(C(CC1)(C)C)OCCCCCCCC)(C)C)C(=O)[O-])(C)C bis(1-octyl oxy-2,2,6,6-tetramethylpiperidyl)succinate